[2-METHOXY-5-(PHENOXYMETHYL)PHENYL]BORANEDIOL COC1=C(C=C(C=C1)COC1=CC=CC=C1)B(O)O